2-CHLORO-6-FLUORO-3-(METHOXYMETHOXY)PHENYLBORONIC ACID ClC1=C(C(=CC=C1OCOC)F)B(O)O